bromo-1'h-spiro[cyclopropane-1,4'-isoquinoline]-1',3'(2'h)-dione BrN1C(C2=CC=CC=C2C2(C1=O)CC2)=O